ClCC(=O)N1CCC2=CC=C(C=C12)[N+](=O)[O-] 2-Chloro-1-(6-nitroindolin-1-yl)ethanone